FC(C(=O)N)(C1=C(C=C(C=C1)F)OC(F)(F)F)F difluoro-2-(4-fluoro-2-(trifluoromethoxy)phenyl)acetamide